FC(CN1C(OC2=C3CCNCC3=CC=C21)=O)(F)F (2,2,2-Trifluoroethyl)-6,7,8,9-tetrahydrooxazolo[5,4-f]isoquinolin-2(3H)-one